diboron azapyrene N1=CC=C2C=CC3=CC=CC4=CC=C1C2=C34.[B].[B]